5-(N-(4-chloro-2-((2-chloro-N-(furan-2-ylmethyl)benzoylamino)methyl)phenyl)-N-ethylsulfamoyl)-3-Methylbenzofuran-2-carboxylic acid ClC1=CC(=C(C=C1)N(S(=O)(=O)C=1C=CC2=C(C(=C(O2)C(=O)O)C)C1)CC)CN(CC=1OC=CC1)C(C1=C(C=CC=C1)Cl)=O